C(=O)(O)C1=C(C=CC=C1)C1=C(C=C(C(=C1)C1=C(C=CC=C1)C(=O)O)C1=C(C=CC=C1)C(=O)O)C1=C(C=CC=C1)C(=O)O 1,2,4,5-tetrakis(carboxyphenyl)benzene